ClC1=C(C(=CC=C1)F)N1CCC(CC1)N1C(N(C=2C(C1C)=CN(N2)C)CC2=C(C=CC=C2)C(F)(F)F)=O 5-[1-(2-Chloro-6-fluoro-phenyl)-piperidin-4-yl]-2,4-dimethyl-7-(2-trifluoromethylbenzyl)-2,4,5,7-tetrahydro-pyrazolo[3,4-d]pyrimidin-6-one